BrC1=CC=C(C=C1)CC(C(=O)NC1=CC=CC=C1)(C)Cl 3-(4-bromophenyl)-2-chloro-2-methyl-N-phenylpropionamide